(S)-2-(2-((1r,4S)-4-(tert-butoxy)cyclohexyl)-3-methylphenyl)-2-(((S)-3-(3-chloro-5-fluorophenyl)-4-((S)-1-methylpyrrolidin-2-yl)butyl)(methyl)amino)acetic acid C(C)(C)(C)OC1CCC(CC1)C1=C(C=CC=C1C)[C@@H](C(=O)O)N(C)CC[C@@H](C[C@H]1N(CCC1)C)C1=CC(=CC(=C1)F)Cl